C(CCCCCCCCCCCCCCCCCCCCCCCCCCCCC)O melissyl alcohol